C=C1C(N(C(C1)=O)CCC(=O)O)=O 3-(3-methylene-2,5-dioxopyrrolidin-1-yl)propionic acid